C(C)OC1=CC=C(C[N+](C2=CC=CC=C2)(C)C)C=C1 (4-ethoxybenzyl)dimethylanilinium